(2S,3S,4S,5R)-N-(3-carbamoylphenyl)-3-[2-(difluoromethoxy)-3,4-difluoro-phenyl]-4,5-dimethyl-5-(trifluoromethyl)tetrahydrofuran-2-carboxamide C(N)(=O)C=1C=C(C=CC1)NC(=O)[C@H]1O[C@]([C@H]([C@H]1C1=C(C(=C(C=C1)F)F)OC(F)F)C)(C(F)(F)F)C